ethyl rac-4,4,4-trifluoro-3-methyl-3-(nitromethyl)butanoate FC([C@](CC(=O)OCC)(C[N+](=O)[O-])C)(F)F |r|